(1-methyl-4-(6-methyl-5-nitropyridin-2-yl)-1H-1,2,3-triazol-5-yl)methanamine CN1N=NC(=C1CN)C1=NC(=C(C=C1)[N+](=O)[O-])C